CN(CCNCCNN1NC2=C(N=C1)C(N(C(N2C)=O)C)=O)C 2-(2-(2-(dimethylamino)ethylamino)ethylamino)-6,8-dimethylpyrimido[5,4-e][1,2,4]triazin-5,7(6H,8H)-dione